4-pentyl-5H-pyrrolo[3,2-d]pyrimidine-2,4-diamine C(CCCC)C1(C2=C(N=C(N1)N)C=CN2)N